vanadium (III) oxide [O-2].[V+3].[O-2].[O-2].[V+3]